CN1C(C=C(C=C1)C#CC1=CC=C(OC2=C(N=NN2)C(=O)O)C=C1)=O 5-(4-((1-methyl-2-oxo-1,2-dihydropyridin-4-yl)ethynyl)phenoxy)-1H-1,2,3-triazole-4-carboxylic acid